CN1C=C(C=C(C1=O)C)C1=CC(=C(C=O)C(=C1)OC)OC 4-(1,5-Dimethyl-6-Oxopyridin-3-Yl)-2,6-Dimethoxybenzaldehyde